C(#N)C=1C=NC(=NC1)NC(C(=O)O)CCN(CCCCC1=NC=2NCCCC2C=C1)C[C@@H](COC)F 2-((5-cyanopyrimidin-2-yl)amino)-4-(((S)-2-fluoro-3-methoxypropyl)(4-(5,6,7,8-tetrahydro-1,8-naphthyridin-2-yl)butyl)amino)butanoic acid